C(CC)N1C=CC2=CC(=CC=C12)C#N 1-propyl-1H-indole-5-carbonitrile